C(C)(C)(C)OC(=O)N1CC2(CC2)C(C1CC=1C(=C(C=CC1)C1=CC=CC=C1)F)NS(=O)(=O)C 6-((2-fluoro-[1,1'-biphenyl]-3-yl)methyl)-7-(methylsulfonylamino)-5-azaspiro[2.4]heptane-5-carboxylic acid tert-butyl ester